(4R)-2-methylthiazolidine-4-carboxylic acid CC1SC[C@H](N1)C(=O)O